F[C@H]1C[C@H](NC1)C(=O)[O-] (2s,4s)-4-fluoropyrrolidine-2-carboxylate